2-amino-N-([4-[(3-chloro-1H-indol-7-yl)sulfamoyl]phenyl]methyl)acetamide NCC(=O)NCC1=CC=C(C=C1)S(NC=1C=CC=C2C(=CNC12)Cl)(=O)=O